3-(2-hydroxyethyl)quinazoline OCCN1CN=C2C=CC=CC2=C1